N1-(1H-benzimidazol-5-yl)-1-[2,3-difluoro-4-(thien-3-yl)phenyl]ethane-1,2-diamine N1C=NC2=C1C=CC(=C2)NC(CN)C2=C(C(=C(C=C2)C2=CSC=C2)F)F